C(=O)(O)C1=C(C(=O)C2=C(C=CC=C2)CCCCCCCCCCCCCCCCCCC(=O)O)C=CC=C1O 2-carboxyl-2'-carboxystearyl-hydroxybenzophenone